5-(2-chlorophenyl)-7-ethoxy-1-methyl-1,5-dihydro-4H-imidazo[4,5-c][1,8]naphthyridine ClC1=C(C=CC=C1)N1CC2=C(C=3C=CC(=NC13)OCC)N(C=N2)C